ClC=1C=C(C=CC1F)NC(N([C@@H](C)C1=CNC(C2=CC=CC=C12)=O)CC[C@H](C)O)=O 3-(3-chloro-4-fluorophenyl)-1-((S)-3-hydroxybutyl)-1-(1(S)-(1-oxo-1,2-dihydroisoquinolin-4-yl)ethyl)urea